[Br-].C(C)(=O)OCOC(CN(C=1C=C(C=CC1OC)C=1C2=CC=C(C=C2OC2=CC(C=CC12)=[NH+]C)N(C)C)CC(OCOC(C)=O)=O)=O N-(9-(3-(bis(2-(acetoxymethoxy)-2-oxoethyl)amino)-4-methoxyphenyl)-6-(dimethylamino)-3H-xanthen-3-ylidene)-N-methyl-ammonium bromide